BrC1=C(OC=2C=CC(=C(N)C2)F)C(=CC(=C1C)[N+](=O)[O-])F 5-(2-Bromo-6-fluoro-3-methyl-4-nitro-phenoxy)-2-fluoro-aniline